C(C)C=1C=C(C=CC1F)C1[C@@H]2CNC[C@H]12 (1R,5S,6S)-6-(3-Ethyl-4-fluorophenyl)-3-azabicyclo[3.1.0]hexane